OCC=1C=NN(C1)C12CC(C1)(C2)C(=O)OC methyl 3-[4-(hydroxymethyl)-1H-pyrazol-1-yl]bicyclo[1.1.1]pentane-1-carboxylate